C(C1=CC=CC=C1)N1C=CC(=C1)C1=C(C=CC(=C1)F)F 1-benzyl-4-(2,5-difluorophenyl)-1H-pyrrole